3-(4-(((7-fluorobenzo[d]thiazol-2-yl)(4-methoxyphenethyl)amino)-methyl)phenyl)propiolic acid FC1=CC=CC=2N=C(SC21)N(CCC2=CC=C(C=C2)OC)CC2=CC=C(C=C2)C#CC(=O)O